(1R,3S)-3-{5-[(1-methyl-2,2-dioxo-1,3-dihydro-2λ6-benzo[2,1-c][1,2]thiazol-6-yl)amino]-2H-pyrazol-3-yl}cyclopentyl (prop-2-ylamino)methanoate CC(C)NC(=O)O[C@H]1C[C@H](CC1)C=1NN=C(C1)NC1=CC=2N(S(CC2C=C1)(=O)=O)C